CC1=C(C=CC=C1)C1=C(C(=C(C=C1)N)N)N(CCO)CCO 2-methyl-phenyl-amino-1-amino-3-bis-(2'-hydroxyethyl)aminobenzene